N3-Methyl-4-(trifluoromethyl)pyridine-2,3-diamine CNC=1C(=NC=CC1C(F)(F)F)N